5-methyl-isophthaloyl-dimethanol CC=1C=C(C=C(C(=O)CO)C1)C(=O)CO